[C@@H]12N(C[C@@H](NC1)C2)C=2C=CC=1N=CN=C(C1N2)NC2=NC=C(C=C2F)OCC2(CC2)F 6-[(1S,4S)-2,5-diazabicyclo[2.2.1]heptan-2-yl]-N-[3-fluoro-5-[(1-fluorocyclopropyl)methoxy]-2-pyridyl]pyrido[3,2-d]pyrimidin-4-amine